C(C)(C)C1=C(C(=CC=C1)C(C)C)NC(=O)NS(=O)(=O)C=1OC2=C(C1)C(CCC2)O N-((2,6-diisopropylphenyl)carbamoyl)-4-hydroxy-4,5,6,7-tetrahydrobenzofuran-2-sulfonamide